Propyl-2-(3-hydroxy-2-pentylcyclopentyl)acetat C(CC)OC(CC1C(C(CC1)O)CCCCC)=O